BrC=1SC=C(N1)CC(=O)OCC ethyl 2-(2-bromo-1,3-thiazol-4-yl)acetate